CCC(CCCCCCCCC)(O)O dodecane-3,3-diol